4-bromo-6-methyl-1-(tetrahydro-2H-pyran-2-yl)-5-((trifluoromethyl)thio)-1H-indazole BrC1=C2C=NN(C2=CC(=C1SC(F)(F)F)C)C1OCCCC1